C1(CC1)C=1N=CC=2C=C3C(=C(C2C1)S(=O)(=O)NCC1(COC1)F)CC(C3)NC=3C=NC(=CC3)C=3N=NN(N3)C 3-cyclopropyl-N-[(3-fluorooxetan-3-yl)methyl]-7-[[6-(2-methyltetrazol-5-yl)pyridin-3-yl]amino]-7,8-dihydro-6H-cyclopenta[g]isoquinoline-5-sulfonamide